NN1C(NC(=C(C1=O)N1CCN(CC1)C(=O)OC(C)(C)C)CC)=N tert-butyl 4-(3-amino-6-ethyl-2-imino-4-oxo-1,2,3,4-tetrahydropyrimidin-5-yl)piperazine-1-carboxylate